rac-4-{[3-(4-{[(3R,4S)-3-fluoro-1-(propan-2-yl)piperidin-4-yl]amino}-1-(2,2,2-trifluoroethyl)-1H-indol-2-yl)prop-2-yn-1-yl]amino}-3-methoxybenzoic acid F[C@@H]1CN(CC[C@@H]1NC1=C2C=C(N(C2=CC=C1)CC(F)(F)F)C#CCNC1=C(C=C(C(=O)O)C=C1)OC)C(C)C |r|